ClC1=CC=C(C=C1)C(=C)C1=CC=C2C(=N1)SC(=N2)N(C(OC(C)(C)C)=O)COCC[Si](C)(C)C tert-butyl (5-(1-(4-chlorophenyl)vinyl)thiazolo[5,4-b]pyridin-2-yl)((2-(trimethylsilyl)ethoxy)methyl)carbamate